(R)-N-(1-(o-tolyl)-1,4,5,7-tetrahydropyrano[3,4-c]pyrazol-4-yl)-5,6,7,8-tetrahydroimidazo[1,5-a]pyridine-1-carboxamide C1(=C(C=CC=C1)N1N=CC2=C1COC[C@@H]2NC(=O)C=2N=CN1C2CCCC1)C